ClC1=C(CNC2=CC=C(C=C2)C)C=CC=C1 N-(2-chlorobenzyl)-4-methylaniline